CC=1N=CSC1C(=O)N 4-METHYLTHIAZOLE-5-CARBOXAMIDE